N1(CCCCC1)CC1=NN=NN1 5-(1-piperidylmethyl)-1H-tetrazole